BrC1=CC=C(CNC2=CC=C(C=C2)C)C=C1 N-(4-bromobenzyl)-4-methylaniline